laurate C(CCCCCCCCCCC)(=O)[O-]